(Z)-N-(3-(dimethylamino)-2-(trifluoromethyl)allylidene)-N-methyl-methanaminium CN(\C=C(\C=[N+](C)C)/C(F)(F)F)C